(S)-2-(4-(2H-1,2,3-triazol-2-yl)phenyl)-8-((5-bromopentyl)oxy)-7-methoxy-5-oxo-11,11a-dihydro-1H-benzo[e]pyrrolo[1,2-a][1,4]diazepine-10(5H)-carboxylic acid allyl ester C(C=C)OC(=O)N1C[C@H]2N(C(C3=C1C=C(C(=C3)OC)OCCCCCBr)=O)C=C(C2)C2=CC=C(C=C2)N2N=CC=N2